p-N,N-dimethylaminobenzoic acid ethyl ester C(C)OC(C1=CC=C(C=C1)N(C)C)=O